[3-(trifluoromethyl)-1H-pyrazol-4-yl]methanone FC(C1=NNC=C1C=O)(F)F